C(C)(C)(C)N=[Ta](N(CC)C)(N(CC)C)N(C)CC (t-butylimino)tris(ethylmethylamino)tantalum (V)